4-(4-(4-(((3R,5R)-5-((1H-1,2,4-triazol-1-yl)methyl)-5-(2,4-difluorophenyl)tetrahydrofuran-3-yl)methoxy)-3-methylphenyl)piperazin-1-yl)-N-(4-cyano-2-fluorophenyl)benzamide N1(N=CN=C1)C[C@@]1(C[C@@H](CO1)COC1=C(C=C(C=C1)N1CCN(CC1)C1=CC=C(C(=O)NC2=C(C=C(C=C2)C#N)F)C=C1)C)C1=C(C=C(C=C1)F)F